C(C1=CC=CC=C1)OC=1C=NC=CC1N1C(C2=CC=CC=C2C1)=O 2-(3-(benzyloxy)pyridin-4-yl)isoindol-1-one